COC([C@@H](CC(F)(F)F)N(C)CC1=CC=CC=C1)=O.C(CCCCCCCCCC)CC(O)[NH+]1C=NCC1.[Na+] |r| sodium 2-undecyl-1-hydroxyethyl-imidazolinium rac-methyl-(R)-2-(benzyl(methyl)amino)-4,4,4-trifluorobutanoate